1-cyclobutyl-N-((6-((4-(5-(2-(2-methoxyethoxy)ethoxy)pyridin-3-yl)-1H-1,2,3-triazol-1-yl)methyl)-1H-indole-2-yl)methyl)methylamine C1(CCC1)CNCC=1NC2=CC(=CC=C2C1)CN1N=NC(=C1)C=1C=NC=C(C1)OCCOCCOC